C(#N)CC1=CC=C(C=C1)OB(O)O (4-(cyanomethyl)phenyl)boric acid